Lead manganate [Mn](=O)(=O)([O-])[O-].[Pb+2]